methyl-{[1-(4-chloro-2-fluorophenyl)-5-(2,4-difluorophenyl)-1H-1,2,4-triazol-3-yl]oxy}acetate COC(COC1=NN(C(=N1)C1=C(C=C(C=C1)F)F)C1=C(C=C(C=C1)Cl)F)=O